tert-butyl (3R)-3-[[2-fluoro-4-(5-methyl-1,3,4-thiadiazol-2-yl) benzoyl]-[8-methyl-6-(2-methylthiazol-5-yl)-1-isoquinolyl]amino]piperidine-1-carboxylate FC1=C(C(=O)N([C@H]2CN(CCC2)C(=O)OC(C)(C)C)C2=NC=CC3=CC(=CC(=C23)C)C2=CN=C(S2)C)C=CC(=C1)C=1SC(=NN1)C